Methyl 2-[6-(1,1-difluoropropyl) pyridin-3-yl]-5-[({1-[2-fluoro-4-(trifluoromethyl) phenyl]cyclopropyl}carbonyl) amino]benzoate FC(CC)(F)C1=CC=C(C=N1)C1=C(C(=O)OC)C=C(C=C1)NC(=O)C1(CC1)C1=C(C=C(C=C1)C(F)(F)F)F